4-nitrophenyl-N-acetyl-β-D-glucosamine [N+](=O)([O-])C1=CC=C(C=C1)[C@]1(O)[C@H](NC(C)=O)[C@@H](O)[C@H](O)[C@H](O1)CO